methyl 2-((N,N-dimethylsulfamoyl)oxy)benzoate CN(S(=O)(=O)OC1=C(C(=O)OC)C=CC=C1)C